C([C@@H](C(=O)O)N)NC(=O)C(=O)O β-N-oxalyl-L-α,β-diaminopropionic acid